(R)-N-(8,9-difluoro-6-oxo-1,2,3,4,5,6-hexahydrobenzo[c][1,7]naphthyridin-1-yl)-N-methylindolizine-6-carboxamide FC=1C(=CC2=C(C(NC=3CNC[C@@H](C23)N(C(=O)C2=CN3C=CC=C3C=C2)C)=O)C1)F